1,3-di-n-octyl-tetramethyldisilazane 2-chlorophenyl-(S)-4-((R)-3-cyclohexyl-2-(cyclohexylamino)propanoyl)-3-((thiophen-2-ylmethyl)carbamoyl)piperazine-1-carboxylate ClC1=C(C=CC=C1)OC(=O)N1C[C@H](N(CC1)C([C@@H](CC1CCCCC1)NC1CCCCC1)=O)C(NCC=1SC=CC1)=O.C(CCCCCCC)[Si](N[Si](CCCCCCCC)(C)C)(C)C